N-(4-((2,2-difluorocyclohexyl)oxy)-3-fluorophenyl)-2-(2-oxa-6-azaspiro[3.4]octan-6-yl)-5-(2,2,2-trifluoroethyl)oxazole-4-carboxamide FC1(C(CCCC1)OC1=C(C=C(C=C1)NC(=O)C=1N=C(OC1CC(F)(F)F)N1CC2(COC2)CC1)F)F